butenyl methyl ether COC=CCC